C(CCCCCCCCCCCCCC)C(=O)CCCCCCCCCCCCCCC di(pentadecyl) ketone